BrC=1C=C(CNS(=O)(=O)C)C=C(C1)Cl N-(3-bromo-5-chlorobenzyl)methanesulfonamide